ClCC(C(N)C(=O)O)O 4-chloro-3-hydroxybutyrine